5-amino-1,3,4-thiadiazole NC1=NN=CS1